[2H]C([2H])(C([2H])([2H])O)NC(=O)CCC/C=C\C/C=C\C/C=C\C/C=C\CCCCC anandamide-d4